2-[4-[N-methyl-4-[1-(methylamino)propan-2-yl]anilino]phenoxy]pyrido[3,4-d]pyrimidin-4-ol CN(C1=CC=C(C=C1)C(CNC)C)C1=CC=C(OC=2N=C(C3=C(N2)C=NC=C3)O)C=C1